palladium-copper-silicon [Si].[Cu].[Pd]